4-{3-methoxy-4-[3-(trifluoromethoxy)phenoxy]phenyl}-2H,4H,5H,6H,7H-pyrazolo[3,4-b]pyridin-6-one COC=1C=C(C=CC1OC1=CC(=CC=C1)OC(F)(F)F)C1C=2C(NC(C1)=O)=NNC2